Ethylenediaminetetraacetic Acid Trisodium Salt Dihydrate O.O.[Na+].[Na+].[Na+].C(CN(CC(=O)[O-])CC(=O)[O-])N(CC(=O)O)CC(=O)[O-]